4-(2-fluoro-6-methoxyphenyl)-2-(6-((S)-2-(hydroxymethyl)piperazin-1-yl)-4-methylpyridin-2-yl)-2,3-dihydro-1H-pyrrolo[3,4-c]pyridin-1-one FC1=C(C(=CC=C1)OC)C1=NC=CC2=C1CN(C2=O)C2=NC(=CC(=C2)C)N2[C@@H](CNCC2)CO